CO[Si](CCC/C=1/C(=O)OC(\C1)=O)(OC)OC 3-(trimethoxysilyl)propyl-maleic acid anhydride